(1S,3S)-3-((2-(5-(((Cyclohexyl(methyl)carbamoyl)oxy)methyl)-1-methyl-1H-pyrazol-4-yl)-4-methylpyrimidin-5-yl)oxy)cyclohexan C1(CCCCC1)N(C(=O)OCC1=C(C=NN1C)C1=NC=C(C(=N1)C)OC1CCCCC1)C